BrC1=C(C(=CC=C1)Br)\N=C\1/NC2CCC1C2 (3Z)-N-(2,6-dibromophenyl)-2-azabicyclo[2.2.1]heptane-3-imine